2-amino-6-bromo-5-methoxy-3-methylbenzoic acid NC1=C(C(=O)O)C(=C(C=C1C)OC)Br